FCCCNCCOC1=C(C(=NC=C1)[C@H]1N([C@@H](CC2=C1NC1=CC=CC=C21)C)CC2(COC2)F)F 3-fluoro-N-(2-((3-fluoro-2-((1S,3R)-2-((3-fluorooxetan-3-yl)methyl)-3-methyl-2,3,4,9-tetrahydro-1H-pyrido[3,4-b]indol-1-yl)pyridin-4-yl)oxy)ethyl)propan-1-amine